1-octadecyl-2-(9Z,12Z-heptadecadienoyl)-glycero-3-phospho-(1'-sn-glycerol) CCCCCCCCCCCCCCCCCCOC[C@H](COP(=O)(O)OC[C@H](CO)O)OC(=O)CCCCCCC/C=C\C/C=C\CCCC